7-((1-(2-chloroethyl)piperidin-4-yl)methoxy)-5-fluoro-2-(2-(tetrahydro-2H-pyran-4-yl)ethyl)quinazolin-4(3H)-one ClCCN1CCC(CC1)COC1=CC(=C2C(NC(=NC2=C1)CCC1CCOCC1)=O)F